N-acetoxy-4-((2,4-dioxo-3-phenethyl-3,4-dihydroquinazolin-1(2H)-yl)methyl)benzamide C(C)(=O)ONC(C1=CC=C(C=C1)CN1C(N(C(C2=CC=CC=C12)=O)CCC1=CC=CC=C1)=O)=O